tert-butyl (S)-4-(5-acetamido-7-(3-chlorophenyl)-7H-pyrrolo[2,3-d]pyrimidin-4-yl)-3-methylpiperazine-1-carboxylate C(C)(=O)NC1=CN(C=2N=CN=C(C21)N2[C@H](CN(CC2)C(=O)OC(C)(C)C)C)C2=CC(=CC=C2)Cl